1,1,1,3,3,3-Hexafluoropropan-2-yl (±)-1-(4-cyclopropylpiperazine-1-carbonyl)-6-azaspiro[2.5]octane-6-carboxylate C1(CC1)N1CCN(CC1)C(=O)[C@@H]1CC12CCN(CC2)C(=O)OC(C(F)(F)F)C(F)(F)F |r|